(R)-8-(6-((2-(3-(dimethylamino)pyrrolidin-1-yl)ethoxy)methyl)pyridin-3-yl)-1-isopropyl-3-methyl-1H-imidazo[4,5-c]cinnolin-2(3H)-one CN([C@H]1CN(CC1)CCOCC1=CC=C(C=N1)C1=CC=2C3=C(N=NC2C=C1)N(C(N3C(C)C)=O)C)C